but-2-enedioate C(C=CC(=O)[O-])(=O)[O-]